CC=1C(=NC=CC1C(F)(F)F)C(=O)NC=1C=NC(=C(C1)C=1C=NC2=CC(=NC=C2C1)NC)C 3-methyl-N-(6-methyl-5-(7-(methylamino)-1,6-naphthyridin-3-yl)pyridin-3-yl)-4-(trifluoromethyl)pyridin-amide